C1(CC1)CN1C(=CC=2C1=NC(=CC2)N2S(CCC[C@@H]2C)(=O)=O)C2=NC1=C(N2C)C(=CC(=C1)C(=O)O)OC (S)-2-(1-(cyclopropylmethyl)-6-(3-methyl-1,1-dioxido-1,2-thiazinan-2-yl)-1H-pyrrolo[2,3-b]pyridin-2-yl)-7-methoxy-1-methyl-1H-benzo[d]imidazole-5-carboxylic acid